CN1CCC(CC1)N1N=C2C=CC(=CC2=C1)[C@@H]1NC[C@H](CC1)C 2-(1-Methyl-4-piperidyl)-5-[(2R,5S)-5-methyl-2-piperidyl]indazole